C1(CC1)C=1C=NN2C1C(=CC(=C2)C#CC2=NN(C(=C2C(=O)N)NC)[C@@H]2CN([C@H](C2)COC)C(C=C)=O)OC 3-(2-{3-cyclopropyl-4-methoxypyrazolo[1,5-a]pyridin-6-yl}ethynyl)-1-[(3s,5r)-5-(methoxymethyl)-1-(prop-2-enoyl)pyrrolidin-3-yl]-5-(methylamino)pyrazole-4-carboxamide